C(C1CO1)OC(C=1C(C(=O)OCC2CO2)=CC=CC1)=O bis(2,3-epoxypropyl)phthalate